1-vinyl-3-octylimidazole triflate OS(=O)(=O)C(F)(F)F.C(=C)N1CN(C=C1)CCCCCCCC